BrC=1C(=NC(=C(C1)C(F)(F)F)C)N1CC(C(CC1)(F)F)C 3-bromo-2-(4,4-difluoro-3-methylpiperidin-1-yl)-6-methyl-5-(trifluoromethyl)pyridine